C1(CC1)NC(C1=C(C=CC=C1)SC1=CC=C2C(=NNC2=C1)\C=C\C1=NC=C(C=C1)CN(CC)CC)=O N-cyclopropyl-2-({3-[(E)-2-{5-[(diethylamino)methyl]pyridin-2-yl}vinyl]-1H-indazol-6-yl}thio)benzamide